2,6-dichloro-4-[difluoro(2-pyridinyl)methyl]pyridine ClC1=NC(=CC(=C1)C(C1=NC=CC=C1)(F)F)Cl